1-[3-(2,3-dichlorophenyl)-1H-pyrazolo[3,4-b]pyrazin-6-yl]-N-(2,3-dihydro-1-benzofuran-5-yl)-4-methylpiperidine-4-carboximidamide ClC1=C(C=CC=C1Cl)C1=NNC2=NC(=CN=C21)N2CCC(CC2)(C(NC=2C=CC1=C(CCO1)C2)=N)C